1-(((3,5-dimethyl-7-(2-((3-((2,2,2-trifluoro-1-(p-tolyl)ethoxy)sulfonyl)propyl)amino)ethoxy)adamantan-1-yl)methyl)-5-methyl-1H-pyrazol-4-yl)picolinate CC12CC3(CC(CC(C1)(C3)C)(C2)OCCNCCCS(=O)(=O)OC(C(F)(F)F)C2=CC=C(C=C2)C)CN2N=CC(=C2C)N2C(C=CC=C2)C(=O)[O-]